FC1=C(C(N(C1)S(=O)(=O)CC1=CC=CC=C1)C)C(=O)OCC ethyl 4-fluoro-2-methyl-1-toluenesulfonyl-2,5-dihydro-1H-pyrrole-3-carboxylate